FC(C1=CC(=CC=N1)C=C)(F)F 6-(trifluoromethyl)-4-vinylpyridine